N-((5-chloro-6-(thiazol-4-ylmethoxy)-1H-indol-2-yl)methyl)-2-cyanoacetamide ClC=1C=C2C=C(NC2=CC1OCC=1N=CSC1)CNC(CC#N)=O